tert-butyl (2-(2-fluorophenyl)-4-((2-(trifluoromethyl)benzyl)carbamoyl)thiazol-5-yl)carbamate FC1=C(C=CC=C1)C=1SC(=C(N1)C(NCC1=C(C=CC=C1)C(F)(F)F)=O)NC(OC(C)(C)C)=O